5-Chloro-N-(2,8-dimethylimidazo[1,2-a]pyrazin-6-yl)pyrazine-2-carboxamide ClC=1N=CC(=NC1)C(=O)NC=1N=C(C=2N(C1)C=C(N2)C)C